bis(3-trifluoromethyl-5-(4-tert-butylpyridinyl)-1,2,4-triazolyl)diphenylmethylphosphine osmium (II) [Os+2].FC(C1=NN(C(=N1)C1=NC=CC(=C1)C(C)(C)C)P(C(C1=CC=CC=C1)C1=CC=CC=C1)N1N=C(N=C1C1=NC=CC(=C1)C(C)(C)C)C(F)(F)F)(F)F